2-[4-(azetidin-3-yl)phenyl]-5-chloro-3-methylsulfonyl-pyridine N1CC(C1)C1=CC=C(C=C1)C1=NC=C(C=C1S(=O)(=O)C)Cl